C(C)OC(=O)C=1C=NC(=NC1C=CN(C)C)N1CCOCC1 6-(2-(dimethylamino)vinyl)-2-morpholinopyrimidine-5-carboxylic acid ethyl ester